FCC1(CC1)NS(=O)(=O)C1=CC2=C(N(C(N2C=2SC(=NN2)C)=O)C)C=C1 N-[1-(fluoromethyl)cyclopropyl]-1-methyl-3-(5-methyl-1,3,4-thiadiazol-2-yl)-2-oxo-benzimidazole-5-sulfonamide